5-chloro-1-isopentyl-1H-pyrazol-4-amine ClC1=C(C=NN1CCC(C)C)N